S1C(=CC2=C1C=CC=C2)C2=C(C=C(C=C2)C2=NNCOC2)C(F)(F)F 5-[4-(1-benzothiophen-2-yl)-3-(trifluoromethyl)phenyl]-3,6-dihydro-2H-1,3,4-oxadiazin